2-chloro-4-(1-(difluoromethyl)-1H-pyrazol-4-yl)pyrimidine ClC1=NC=CC(=N1)C=1C=NN(C1)C(F)F